C(C=C)N1S(N(CC=2C=C(C=3C=CNC3C21)Cl)CC2CCN(CC2)S(=O)(=O)C)(=O)=O 1-allyl-6-chloro-3-((1-(methylsulfonyl)piperidin-4-yl)methyl)-1,3,4,9-tetrahydro-[1,2,6]thiadiazino[4,3-g]indole 2,2-dioxide